1-(3-methoxypropyl)-1H-pyrazole-5-carbaldehyde COCCCN1N=CC=C1C=O